(S)-6-chloro-4-(cyclopropylethynyl)-7-((4-(methoxymethyl)-6-oxopyrimidin-1(6H)-yl)methyl)-4-(trifluoromethyl)-3,4-dihydroquinazolin ClC=1C=C2[C@](NC=NC2=CC1CN1C=NC(=CC1=O)COC)(C(F)(F)F)C#CC1CC1